2-((S)-1-[1,4]Dioxan-2-ylmethoxy)-9-(3-methyl-oxetan-3-ylmethoxymethyl)-6,7-dihydro-pyrimido[6,1-a]isoquinolin-4-one O1[C@@H](COCC1)COC1=NC(N2C(C3=CC=C(C=C3CC2)COCC2(COC2)C)=C1)=O